(S)-5-(Azetidin-2-ylmethoxy)-2-methyl-N-(1-(7-(1-phenyl-1H-pyrazol-3-yl)quinolin-5-yl)cyclopropyl)benzamide N1[C@@H](CC1)COC=1C=CC(=C(C(=O)NC2(CC2)C2=C3C=CC=NC3=CC(=C2)C2=NN(C=C2)C2=CC=CC=C2)C1)C